CC1=CC=C(C=C1)S(=O)(=O)OC1(CCOCC1)[2H] tetrahydro-2H-pyran-4-yl-4-d 4-methylbenzenesulfonate